CNC(=O)NC1=NC=CC2=C1C=CN2C2=C1N=CN(C1=NC(=N2)C2=NC(=CC=C2)C)CC2=CC=C(C=C2)OC 1-methyl-3-{1-[9-(4-methoxybenzyl)-2-(6-methylpyridin-2-yl)-9H-purin-6-yl]-1H-pyrrolo[3,2-c]pyridin-4-yl}urea